COC1CCC(CC1)OC1=NC2=CC=C(C=C2C=C1)C=C 2-(((1R,4R)-4-methoxycyclohexyl)oxy)-6-vinylquinoline